CCCCCCCCCCCCCC(=O)OC[C@H](COP(=O)([O-])OCC[N+](C)(C)C)OC(=O)CCCCCCC/C=C\C/C=C\CCCCC 1-tetradecanoyl-2-(9Z,12Z-octadecadienoyl)-sn-glycero-3-phosphocholine